O=C1CCN(CC12CCC2)C(=O)OC(C)(C)C tert-Butyl 9-oxo-6-azaspiro[3.5]nonane-6-carboxylate